CC1=CC=C(C=C1)S(=O)(=O)OC1CCC(CC1)(F)F Difluorocyclohexyl 4-methylbenzenesulfonate